FC=1C=C(C=NC1)B(O)O (5-fluoro-3-pyridyl)boronic acid